N-((R*)-(2-((S)-amino(4,4-difluorocyclohexyl)methyl)imidazo[1,2-b]pyridazin-7-yl)(cyclobutyl)methyl)-4,4,4-trifluoro-3-methylbutanamide N[C@H](C=1N=C2N(N=CC(=C2)[C@H](NC(CC(C(F)(F)F)C)=O)C2CCC2)C1)C1CCC(CC1)(F)F |o1:10|